3-[1-(2,4-difluorophenyl)-4-hydroxy-pyrazolo[3,4-d]pyrimidin-6-yl]cyclobutanecarbonitrile FC1=C(C=CC(=C1)F)N1N=CC=2C1=NC(=NC2O)C2CC(C2)C#N